(S)-6-(1-(1-(4-(2-methoxypyrimidin-4-yl)phenyl)ethyl)-4-(propane-1-yn-1-yl)-1H-Indazole-7-carboxamido)spiro[3.3]heptane-2-carboxylic acid COC1=NC=CC(=N1)C1=CC=C(C=C1)[C@H](C)N1N=CC2=C(C=CC(=C12)C(=O)NC1CC2(CC(C2)C(=O)O)C1)C#CC